(2-(acryloyloxy) ethyl) phosphonate P(OCCOC(C=C)=O)([O-])=O